Br[C@@H]1[C@H]([C@H](CCC1(C)C)N1C(C2=CC=CC=C2C1=O)=O)O 2-((1s,2s,3s)-3-bromo-2-hydroxy-4,4-dimethylcyclohexyl)isoindoline-1,3-dione